3,5-dimethylcyclohexan-1-one CC1CC(CC(C1)C)=O